trityl-triethylene glycol C(C1=CC=CC=C1)(C1=CC=CC=C1)(C1=CC=CC=C1)C(COCCOCCO)O